α-bromo-4-isopropoxy-2-methylphenyl-isobutanone BrC(C(C)(C)C1=C(C=C(C=C1)OC(C)C)C)=O